(2S,4R)-1-(4-ethoxycyclohexanecarbonyl)-4-hydroxy-N-(4-(4-methylthiazol-5-yl)benzyl)pyrrolidine-2-carboxamide C(C)OC1CCC(CC1)C(=O)N1[C@@H](C[C@H](C1)O)C(=O)NCC1=CC=C(C=C1)C1=C(N=CS1)C